OC1(CC(=C(O1)C1=CC=C(C=C1)C#N)C#N)C(F)(F)F 5-hydroxy-2-(4-cyanophenyl)-5-(trifluoromethyl)-4,5-dihydrofuran-3-carbonitrile